N-(3-methoxyphenyl)-1-methyl-9-(1,2,3,6-tetrahydropyridin-4-yl)-6,7-dihydro-5H-benzo[c][1,2,3]triazolo[1,5-a]azepin-7-amine 2,2,2-trifluoroacetate FC(C(=O)O)(F)F.COC=1C=C(C=CC1)NC1C2=C(C=3N(CC1)N=NC3C)C=CC(=C2)C=2CCNCC2